6-(4-((4-isopropylpiperazin-1-yl)methyl)phenyl)-1,4-dimethyl-2-(4-(methylsulfonyl)phenyl)-1H-imidazo[4,5-c]pyridine C(C)(C)N1CCN(CC1)CC1=CC=C(C=C1)C1=CC2=C(C(=N1)C)N=C(N2C)C2=CC=C(C=C2)S(=O)(=O)C